ClC=1C=C(CN2C3=C(OCC2=O)C=CC(=C3)C(=O)NO)C=CC1F 4-(3-chloro-4-fluorobenzyl)-N-hydroxy-3-oxo-3,4-dihydro-2H-benzo[b][1,4]oxazine-6-carboxamide